S(=O)(=O)([O-])[O-].[As+3].[Cu+2] copper-arsenic sulfate